FC=1C(=NC(=CC1)F)C1=NN(C=C1NC(=O)C=1N=C(SC1)C=1C=NN(C1)C(C)P(O)(O)=O)C1CCC(CC1)OCC 1-(4-(4-((3-(3,6-difluoropyridin-2-yl)-1-((1r,4r)-4-ethoxycyclohexyl)-1H-pyrazol-4-yl)carbamoyl)thiazol-2-yl)-1H-pyrazol-1-yl)ethylphosphonic acid dihydrogen ester